1-(2-bromoethyl)-4-hexylbenzene BrCCC1=CC=C(C=C1)CCCCCC